N1N=C(C2=CC=CC=C12)C1=NC2=CC=CN=C2C=C1 2-(1H-indazol-3-yl)-1,5-naphthyridine